bis(methyl)phosphine CPC